S1C(=NC=C1)C1S[C@H]2N(C(=C1)C(=O)O)C(C2)=O 2-thiazolyl-3-cephem-4-carboxylic acid